N2-(3-(5-isoprop-oxypyridin-2-yl)-1,2,4-thiadiazol-5-yl)-N2,N3,N3-trimethylpyridine-2,3-diamine C(C)(C)OC=1C=CC(=NC1)C1=NSC(=N1)N(C1=NC=CC=C1N(C)C)C